FC1=C(C(=CC=C1)OC)NC=1C(C(C1NCC1=NC=CC=C1)=O)=O 3-((2-fluoro-6-methoxyphenyl)amino)-4-((pyridin-2-ylmethyl)amino)cyclobut-3-ene-1,2-dione